CS(=O)(=O)C=1C=C(C(=O)OC)C=CC1CN1C(C=CC=C1)=O methyl 3-(methylsulfonyl)-4-((2-oxopyridin-1(2H)-yl)methyl)benzoate